COC1OC[C@@H]([C@@H]([C@H]1O)O)O (3R,4S,5S)-2-methoxytetrahydro-2H-pyran-3,4,5-triol